(S)-2-((S)-2-(tert-Butoxycarbonylamino)-4,4-dimethylpentanoylamino)-4-methylpentanoic acid methyl ester COC([C@H](CC(C)C)NC([C@H](CC(C)(C)C)NC(=O)OC(C)(C)C)=O)=O